COC(=O)C=1C=2N(C=C(C1)C=C)N=CN2 6-vinyl-[1,2,4]triazolo[1,5-a]pyridine-8-carboxylic acid methyl ester